N12CCC(CC1)(C2)N2N=C1N=C(C=CC1=C2)C2=C(C=C(C=C2C)C(F)(F)F)O 2-[2-(1-azabicyclo[2.2.1]heptan-4-yl)pyrazolo[3,4-b]pyridin-6-yl]-3-methyl-5-(trifluoromethyl)phenol